L-ALANINE 2-METHYL-1-PROPYLESTER HYDROCHLORIDE Cl.CC(COC([C@@H](N)C)=O)C